3,5-di-tert-butyl-benzene C(C)(C)(C)C=1C=CC=C(C1)C(C)(C)C